((2-methoxy-3-(1-methyl-1H-1,2,4-triazol-3-yl)phenyl)amino)-N-methyl-2-((1-methyl-1H-pyrazol-4-yl)amino)pyrimidine-5-carboxamide COC1=C(C=CC=C1C1=NN(C=N1)C)NC1=NC(=NC=C1C(=O)NC)NC=1C=NN(C1)C